O=C1NC(CCC1N1C(C2=CC(=C(C=C2C1=O)F)N1CCN(CC1)CC1CCN(CC1)C1=CC=C(C=C1)[C@@H]1[C@@H](COC2=CC(=CC=C12)O)C1=CC(=CC=C1)OC)=O)=O cis-2-(2,6-dioxopiperidin-3-yl)-5-fluoro-6-(4-((1-(4-(7-hydroxy-3-(3-methoxyphenyl)chroman-4-yl)phenyl)piperidin-4-yl)methyl)piperazin-1-yl)isoindoline-1,3-dione